C1(CC1)C=1C=C(C=CC1)C1=CN(C2=CC(=CC=C12)C(=O)NC1(CS(CC1)(=O)=O)C)C1=NC=C(C=N1)F 3-(3-cyclopropylphenyl)-1-(5-fluoropyrimidin-2-yl)-N-(3-methyl-1,1-dioxidotetrahydrothiophen-3-yl)-1H-indole-6-carboxamide